C(CN(CC(=O)[O-])CC(=O)[O-])N(CC(=O)[O-])CC(=O)[O-].[K+].[K+].[K+].[K+] Tetrapotassium ethylenediaminetetraacetate